(1,5-dimethyl-3-azabicyclo[3.1.0]hexane-6-yl)methanol CC12CNCC2(C1CO)C